C(C1=CC=CC=C1)(=O)OC(C(C)C)CC(CC)(OC(C1=CC=CC=C1)=O)CC 2-methyl-5-ethyl-3,5-heptanediol dibenzoate